CC=1C=C(C=NNC2=C3N=CN(C3=NC(=N2)N2CCOCC2)C2=NC=CC=N2)C=CC1 4-(6-(2-(3-methylbenzylidene)hydrazinyl)-9-(pyrimidin-2-yl)-9H-purin-2-yl)-morpholine